palladium(1+) 2'-amino-1,1'-biphenyl-2-yl-bis(adamantan-1-yl)(butyl)phosphane chloride [Cl-].NC1=C(C=CC=C1)C1=C(C=CC=C1)P(CCCC)(C12CC3CC(CC(C1)C3)C2)C23CC1CC(CC(C2)C1)C3.[Pd+]